N=1C=NN2C1C(=CC=C2)CCOCC(=O)N2CC1CCC(C2)N1C1=CC=C(C=N1)C#N 6-{3-[2-(2-{[1,2,4]triazolo[1,5-a]pyridin-8-yl}ethoxy)acetyl]-3,8-diazabicyclo[3.2.1]octan-8-yl}pyridine-3-carbonitrile